2-(2-(3-(thiophen-2-yl)benzoyl)-2,6-diazaspiro[3.4]octane-6-yl)pyrimidine-5-carboxylic acid ethyl ester C(C)OC(=O)C=1C=NC(=NC1)N1CC2(CN(C2)C(C2=CC(=CC=C2)C=2SC=CC2)=O)CC1